ClC=1C=C(C=CC1F)NC(=O)C1=C(N=CN1C)C1CC2CC(CC2C1)(C1=CC(=NN1C)C(C)C)O N-(3-chloro-4-fluorophenyl)-4-(5-hydroxy-5-(3-isopropyl-1-methyl-1H-pyrazol-5-yl)octahydropentalen-2-yl)-1-methyl-1H-imidazole-5-carboxamide